N-{[3-(pyrrolidin-1-ylmethyl)oxolan-3-yl]methyl}-4H,5H,6H,7H,8H,9H-cycloocta[b]thiophene-2-carboxamide N1(CCCC1)CC1(COCC1)CNC(=O)C1=CC2=C(S1)CCCCCC2